methyl (2R)-2-amino-3-(pyrazin-2-yl)propanoate hydrochloride Cl.N[C@@H](C(=O)OC)CC1=NC=CN=C1